COC(=O)C1(CC(=CC1)F)C(=O)O 3-fluoro-3-cyclopentene-1,1-dicarboxylic acid methyl ester